O=C1N(N=CC2=CC(=CC=C12)NCCN1CCNCC1)C1C(NC(CC1)=O)=O 3-(1-oxo-6-((2-(piperazin-1-yl)ethyl)Amino)phthalazin-2(1H)-yl)piperidine-2,6-dione